ClC1=CN=C(S1)S(=O)CCC(=C(F)F)F 5-chloro-2-((3,4,4-trifluoro-3-butenyl)sulfinyl)thiazole